C1(=CC=CC=C1)C1=NC(=NC(=N1)C1=CC=CC=C1)C=1C=C(C=CC1)C1=CC(=C(C=C1)C1=CC=CC=C1)C1=NC(=NC(=N1)C1=CC=CC=C1)C1=C(C=CC=C1)C1=CC=C(C=C1)C#N 2'-(4-(3''-(4,6-diphenyl-1,3,5-triazin-2-yl)-[1,1':4',1''-terphenyl]-2'-yl)-6-phenyl-1,3,5-triazin-2-yl)-[1,1'-biphenyl]-4-carbonitrile